6-bromo-2-chloro-N-[(3-fluorothiophen-2-yl)methyl]pyrrolo[2,1-f][1,2,4]triazin-4-amine BrC=1C=C2C(=NC(=NN2C1)Cl)NCC=1SC=CC1F